C(C#CC)(=O)N[C@H]1C[C@@H](CCC1)C1=C2C(=C(NC2=C(C=C1F)C(=O)N)C)Cl 4-((1R,3R)-3-(but-2-ynamido)cyclohexyl)-3-chloro-5-fluoro-2-methyl-1H-indole-7-carboxamide